1-{3-(difluoromethyl)-2-fluoro-5-[(2R)-2-methylmorpholin-4-yl]phenyl}-4-methyl-3-{[1-(propan-2-yl)-1H-pyrazol-4-yl]methyl}-1,3-dihydro-2H-imidazol-2-one FC(C=1C(=C(C=C(C1)N1C[C@H](OCC1)C)N1C(N(C(=C1)C)CC=1C=NN(C1)C(C)C)=O)F)F